N1C=C(CC=C1)C(=O)O 1,4-dihydropyridin-3-carboxylic acid